1-(Benzo[d][1,3]dioxol-5-yl)-8'-Bromo-7'-fluoro-3'-methylspiro[azetidine-3,1'-pyrrolo[2,3-c]quinolin]-2'(3'H)-one O1COC2=C1C=CC(=C2)N2CC1(C(N(C=3C=NC=4C=C(C(=CC4C31)Br)F)C)=O)C2